dodecyl (4S)-4-[4-(1H-1,2,3-triazol-1-yl)benzoylamino]-5-(4-methyl-piperazin-1-yl)-5-oxopentanethioate Hydrochloride Salt Cl.N1(N=NC=C1)C1=CC=C(C(=O)N[C@@H](CCC(OCCCCCCCCCCCC)=S)C(=O)N2CCN(CC2)C)C=C1